3-(2-methoxyethoxy)-4-phenoxyaniline COCCOC=1C=C(N)C=CC1OC1=CC=CC=C1